O=C1N(CC2=CC=CC=C12)C=1C=C(C(=O)O)C=CC1 3-(1-oxo-isoindol-2-yl)benzoic acid